diethanol aminopropyl-palmitate NCCCC(C(=O)O)CCCCCCCCCCCCCC.C(C)O.C(C)O